CC1=C(C=C(C=C1)C1=C(NC2=NC=C(C=C21)C(=O)OC(C)C)C2=CC=C(C=C2)N2CCN(CC2)C)[N+](=O)[O-] isopropyl 3-(4-methyl-3-nitrophenyl)-2-(4-(4-methylpiperazin-1-yl)phenyl)-1H-pyrrolo[2,3-b]pyridine-5-carboxylate